N-[3-fluoro-4-[4-[[5-[(1R,5S)-8-oxa-3-azabicyclo[3.2.1]octan-3-yl]-2-pyridyl]amino]-5-oxo-6H-1,6-naphthyridin-2-yl]phenyl]-cyclohexane-carboxamide FC=1C=C(C=CC1C1=NC=2C=CNC(C2C(=C1)NC1=NC=C(C=C1)N1C[C@H]2CC[C@@H](C1)O2)=O)NC(=O)C2CCCCC2